ClC=1C=C(C=NC1N1N=CC=N1)NC(=O)C=1C=NN(C1C(F)(F)F)C1=CC=C(C=2N1C=CN2)C(=O)N 5-(4-((5-chloro-6-(2H-1,2,3-triazol-2-yl)pyridin-3-yl)carbamoyl)-5-(trifluoromethyl)-1H-pyrazol-1-yl)imidazo[1,2-a]pyridine-8-carboxamide